C(=O)(O)C(O)C(O)C(=O)O.C(CCCCCCCCCCCCCCCCC)(=O)OCC(O)CO glyceryl stearate tartrate